ClC1=C(C(=O)N[C@H](C(=O)O)CC2=CC=C(C=3C(=CC=NC23)C)C=2C(N(C3=CC=CC=C3C2)C)=O)C(=CC=C1)Cl (S)-2-(2,6-dichlorobenzoylamino)-3-(1,4'-dimethyl-2-oxo-1,2-dihydro-[3,5'-biquinoline]-8'-yl)propionic acid